C(#N)C[C@@H](C1=CC=C(C=C1)S(=O)(=O)CC)NC(C1=C(N=C(C=C1)N1[C@@H](C[C@@H](C1)OC1=CC=C(C=C1)C(F)(F)F)COC(F)F)OC)=O N-((S)-2-cyano-1-(4-(ethylsulfonyl)phenyl)ethyl)-6-((2S,4S)-2-((difluoromethoxy)methyl)-4-(4-(trifluoromethyl)phenoxy)pyrrolidin-1-yl)-2-methoxynicotinamide